C(C)N(CC)C1=NC=CC=C1 2-(N,N'-diethylamino)pyridine